N-hydroxynaphthalimide trifluoromethanesulfonate C1=CC2=C3C(=C1)C(=O)N(C(=O)C3=CC=C2)OS(=O)(=O)C(F)(F)F